COC1=C(C=C(C=C1)C(F)(F)F)C1=NNC=C1NC(=O)C=1C=NN2C1N=CC=C2 N-(3-(2-methoxy-5-(trifluoromethyl)phenyl)-1H-pyrazol-4-yl)pyrazolo[1,5-a]pyrimidine-3-carboxamide